NC(CN(C(OC(C)(C)C)=O)CC1=CC(=CC(=C1)C1=NC=CC=N1)Cl)=O tert-butyl (2-amino-2-oxoethyl)(3-chloro-5-(pyrimidin-2-yl)benzyl)carbamate